NC1=C(C=C(C=C1)C=1C=C(CN(C1)C)C)NCCOC(F)(F)F 5-(4-amino-3-((2-(trifluoromethoxy)ethyl)amino)phenyl)-1,3-dimethylpyridine